1,6-Dihydropyrimidin N1C=NC=CC1